methyl-1-[(3-chlorophenyl)methyl]-1,2,4-triazole-3-carboxylic acid methyl ester COC(=O)C1=NN(C(=N1)C)CC1=CC(=CC=C1)Cl